2,4,6-trimethylbenzoyl-diethoxyphenyl-phosphine oxide CC1=C(C(=O)C2=C(C=CC=C2)P(OCC)(OCC)=O)C(=CC(=C1)C)C